tertiary-amyldiisopropylphosphine C(C)(C)(CC)P(C(C)C)C(C)C